(S)-N-methyl-5-(10-methyl-11-oxo-1,2,4,4a,5,6,11,14-octahydro-3H,12H-pyrazino[1',2':5,6][1,5]oxazocino[2,3-g]quinoxalin-3-yl)picolinamide CNC(C1=NC=C(C=C1)N1C[C@H]2N(CC3=C(C=C4N=C(C(NC4=C3)=O)C)OCC2)CC1)=O